tert-Pentylamin C(C)(C)(CC)N